C(CCC)O[Si]([O-])([O-])[O-] n-butylsilicate